C(C)N(C(C1=C(C=CC(=C1)F)OC1=C(N=CN=N1)N1CC2(CN(C2)C(C(C)C)CCC=O)CC1)=O)C(C)C N-ethyl-5-fluoro-N-isopropyl-2-((5-(2-(2-methyl-6-oxohex-3-yl)-2,6-diazaspiro[3.4]oct-6-yl)-1,2,4-triazin-6-yl)oxy)benzamide